4-[[3-[4-(difluoromethoxy)phenyl]imidazo[1,2-a]pyrazin-8-yl]amino]-2-methyl-N-[(2S,3S,4R,5S,6R)-2,4,5-trihydroxy-6-(hydroxymethyl)tetrahydropyran-3-yl]benzamide FC(OC1=CC=C(C=C1)C1=CN=C2N1C=CN=C2NC2=CC(=C(C(=O)N[C@@H]1[C@H](O[C@@H]([C@H]([C@@H]1O)O)CO)O)C=C2)C)F